5-(3-((3-(4-amino-3-(4-phenoxyphenyl)-1H-pyrazolo[3,4-d]pyrimidin-1-yl)-azetidin-1-yl)methyl)-3-fluoroazetidin-1-yl)-2-(2,6-dioxopiperidin-3-yl)-isoindoline-1,3-dione NC1=C2C(=NC=N1)N(N=C2C2=CC=C(C=C2)OC2=CC=CC=C2)C2CN(C2)CC2(CN(C2)C=2C=C1C(N(C(C1=CC2)=O)C2C(NC(CC2)=O)=O)=O)F